γ-(N-ethyl)aminopropyltrimethoxysilane C(C)NCCC[Si](OC)(OC)OC